OC(=O)C(F)(F)F.N1(N=CC2=C1CNC2)C=2C=C(C=CC2)NS(=O)(=O)C2CC2 N-(3-(5,6-dihydropyrrolo[3,4-c]pyrazol-1(4H)-yl)phenyl)-cyclopropanesulfonamide TFA salt